ethyl 4-((4-amino-6-chloro-2'-isopropoxy-[1,1'-biphenyl]-3-yl) amino)-3-(4-((cyclopropylmethyl) sulfonyl) phenyl)-4-oxobutanoate NC1=C(C=C(C(=C1)Cl)C1=C(C=CC=C1)OC(C)C)NC(C(CC(=O)OCC)C1=CC=C(C=C1)S(=O)(=O)CC1CC1)=O